5-[4-amino-5-(trifluoromethyl)pyrrolo[2,1-f][1,2,4]triazin-7-yl]-N-[1-(cyclopropylmethyl)-1H-pyrazol-4-yl]-2-methoxypyridine NC1=NC=NN2C1=C(C=C2C=2C=CC(N(C2)C=2C=NN(C2)CC2CC2)OC)C(F)(F)F